2-chloro-N-((3R,4S)-4-((6-(2,6-dichloro-3,5-dimethoxyphenyl)-8-ethyl-7-thioxo-5,6,7,8-tetrahydropyrimido[4,5-d]pyrimidin-2-yl)amino)tetrahydrofuran-3-yl)acrylamide ClC(C(=O)N[C@H]1COC[C@H]1NC=1N=CC2=C(N(C(N(C2)C2=C(C(=CC(=C2Cl)OC)OC)Cl)=S)CC)N1)=C